4-((17-amino-3,6,9,12,15-pentaoxaheptadecyl)thio)-2-(2,6-dioxopiperidin-3-yl)isoindoline-1,3-dione NCCOCCOCCOCCOCCOCCSC1=C2C(N(C(C2=CC=C1)=O)C1C(NC(CC1)=O)=O)=O